OC1=C(C=C(C=C1)CCC(C=CCCC)=O)OC 1-(4-Hydroxy-3-methoxyphenyl)-4-octen-3-one